C1(CCC1)OC1=C(C=CC(=C1F)F)[C@H]1[C@@H](O[C@]([C@H]1C)(C(F)(F)F)C)C(=O)NC1=CC(=NC=C1)C(=O)N 4-[[(2R,3S,4S,5R)-3-[2-(cyclobutoxy)-3,4-difluoro-phenyl]-4,5-dimethyl-5-(trifluoromethyl)tetrahydrofuran-2-carbonyl]amino]pyridine-2-carboxamide